CN(C(C)=O)[C@@H]1C(=NN(C1)C(=O)N[C@H](C)C=1C=NC(=CC1)C(F)(F)F)C1=CC=C(C=C1)C (S)-4-(N-methylacetamido)-3-(4-methylphenyl)-N-((R)-1-(6-(trifluoromethyl)pyridin-3-yl)ethyl)-4,5-dihydro-1H-pyrazol-1-carboxamide